4-bromo-1-[(1S)-1-methyl-2-trityloxy-ethyl]pyrazole BrC=1C=NN(C1)[C@H](COC(C1=CC=CC=C1)(C1=CC=CC=C1)C1=CC=CC=C1)C